5-(3,5-dichlorophenyl)-3-(2-(methylthio)-5,7-dihydro-6H-pyrrolo[3,4-d]pyrimidin-6-yl)-5-(trifluoromethyl)-4,5-dihydroisoxazole ClC=1C=C(C=C(C1)Cl)C1(CC(=NO1)N1CC=2N=C(N=CC2C1)SC)C(F)(F)F